di(ethyloxy)methyl-silane C(C)OC(OCC)[SiH3]